FC(C=1OC(=NN1)C=1C=NC(=CC1)CN1N=NC(=C1)C1CNCCC1)F 2-(difluoromethyl)-5-(6-((4-(piperidin-3-yl)-1H-1,2,3-triazol-1-yl)methyl)pyridin-3-yl)-1,3,4-oxadiazole